N-(5-(4,6-Dimorpholino-1,3,5-triazin-2-yl)benzo[d]oxazol-2-yl)isobutyramide O1CCN(CC1)C1=NC(=NC(=N1)N1CCOCC1)C=1C=CC2=C(N=C(O2)NC(C(C)C)=O)C1